COC1=CC=C(C=C1)/C=C/CC(C1=CC=CC=C1)(C1=CC=CC=C1)NC(C1=CC=CC=C1)=O (E)-N-(4-(4-methoxyphenyl)-1,1-diphenylbut-3-en-1-yl)benzamide